3-(2-(2-(2-((4-(6-((4-hydroxy-1-(3-phenylbutanoyl)piperidin-4-yl)methyl)-2-methyl-7-oxo-6,7-dihydro-2H-pyrazolo[4,3-d]pyrimidin-3-yl)benzyl)amino)acetamido)ethoxy)ethoxy)propenamide OC1(CCN(CC1)C(CC(C)C1=CC=CC=C1)=O)CN1C=NC=2C(C1=O)=NN(C2C2=CC=C(CNCC(=O)NCCOCCOC=CC(=O)N)C=C2)C